N1(C=CC2=CC=CC=C12)C1OC2=CC=CC=C2CC1 2-(1H-indol-1-yl)chroman